C1(CC1)C1=CC2=C(N=CN=C2N[C@@H]2[C@H](COC3=CC=CC=C23)N2C[C@@H](CC2)F)N1 6-Cyclopropyl-N-((3R,4S)-3-((R)-3-Fluoropyrrolidin-1-Yl)Chroman-4-Yl)-7H-Pyrrolo[2,3-D]Pyrimidin-4-Amine